trimethylethylaminopropylmercaptan CC(CC(NCC)(C)C)S